4,4-dihydroxy-benzophenone OC1(CC=C(C(=O)C2=CC=CC=C2)C=C1)O